COC1=NN(C(=C1)C(=O)OC)C methyl 3-methoxy-1-methyl-1H-pyrazole-5-carboxylate